[C@H]12CN(C[C@H](CC1)N2)C2=CC=C(C=C2)NC=2N=CC1=C(N2)N(C(=C1)C1CC1)C1=CC=CC(=N1)N=S(=O)(C)C ((6-(2-((4-((1R,5S)-3,8-diazabicyclo[3.2.1]octan-3-yl)phenyl)amino)-6-cyclopropyl-7H-pyrrolo[2,3-d]pyrimidin-7-yl)pyridin-2-yl)imino)dimethyl-λ6-sulfanone